ClC1=CC=C(CNC(=O)C2=CN=C(S2)N2CCC(CC2)N2C[C@@H](CCC2)C)C=C1 N-(4-chlorobenzyl)-2-[(3R)-3-methyl-[1,4'-bipiperidin]-1'-yl]-1,3-thiazole-5-carboxamide